ClCC1=CN=C2C=C(C(NC2=C1)=O)C(F)(F)F 7-(chloromethyl)-3-(trifluoromethyl)-1,5-naphthyridin-2(1H)-one